COC([C@H](C(C)(C)C)N)=O (S)-2-amino-3,3-dimethylbutyric acid methyl ester